N-(2-fluoro-6-(2,2,2-trifluoroethoxy)benzyl)-2-methoxy-6-methylnicotinamide FC1=C(CNC(C2=C(N=C(C=C2)C)OC)=O)C(=CC=C1)OCC(F)(F)F